8-cyanoquinoline C(#N)C=1C=CC=C2C=CC=NC12